3-(4-hydroxyphenyl)lactate OC1=CC=C(C=C1)CC(C(=O)[O-])O